NC=1N=NC(=CC1C=1C=NN(C1)C(C(=O)OC)C1=CC=CC=C1)Cl methyl 2-(4-(3-amino-6-chloropyridazin-4-yl)-1H-pyrazol-1-yl)-2-phenylacetate